3H-Naphtho[1,2-e][1,3]thiazine C1=NCSC2=C1C1=CC=CC=C1C=C2